C(C1=CC=CC=C1)(=O)C1=CC=C(C=C1)N(C(=O)C1=NC(=CC=C1)C(=O)O)C1=CC=C(C=C1)C(C1=CC=CC=C1)=O pyridine-2,6-dicarboxylic acid-bis-(4-benzoylphenyl)amide